phenyl 3-[(2R)-2-[(1R)-1-hydroxyethyl]-2-methyl-pyrrolidine-1-carbonyl]-8-methoxy-1-thiazol-5-yl-5,6-dihydropyrrolo[2,1-a]isoquinoline-9-carboxylate O[C@H](C)[C@@]1(N(CCC1)C(=O)C1=CC(=C2N1CCC1=CC(=C(C=C21)C(=O)OC2=CC=CC=C2)OC)C2=CN=CS2)C